(8-oxa-3-aza-bicyclo[3.2.1]oct-3-yl)-methanone C12CN(CC(CC1)O2)C=O